C(C)OC(=O)C=1N(C2=CC(=CC(=C2C1)Cl)Br)C1CCC1 6-bromo-4-chloro-1-cyclobutyl-1H-indole-2-carboxylic acid ethyl ester